1-(2,4,5-trifluorobenzyl)-6-(6-chloro-2-methyl-2H-indazol-5-ylamino)-3-((oxazol-4-yl)methyl)pyrimidine-2,4(1H,3H)-dione FC1=C(CN2C(N(C(C=C2NC2=CC3=CN(N=C3C=C2Cl)C)=O)CC=2N=COC2)=O)C=C(C(=C1)F)F